S(=O)(=O)([O-])[O-].[K+].[K+] Kalium sulfate